4-amino-benzamide NC1=CC=C(C(=O)N)C=C1